CC1=CC(=NC2=CC=CC=C12)C1=CC(=CC(=C1)C)C 4-methyl-2-(3,5-dimethylphenyl)quinoline